O.C([C@H](O)[C@@H](O)C(=O)O)(=O)O.N[C@]1(CN(CCC1)C=1C=NC(=CC1CN1C2=NC=NC(=C2N=C1)N)C1=C(C=C(C(=C1)F)OC([2H])([2H])[2H])F)[C@@H](C(F)F)O (S)-1-((R)-3-amino-1-(4-((6-amino-9H-purin-9-yl)methyl)-6-(2,5-difluoro-4-(methoxy-d3)phenyl)pyridin-3-yl)piperidin-3-yl)-2,2-difluoroethan-1-ol L-tartaric acid salt monohydrate